2-(2-bromophenoxy)-2-(4-chloro-2-fluorophenyl)propionic acid BrC1=C(OC(C(=O)O)(C)C2=C(C=C(C=C2)Cl)F)C=CC=C1